C(C)SC1=CC=C(C(=O)NC2=CC=C(C=C2)[C@H]2CNCCC2)C=C1 (S)-4-(Ethylthio)-N-(4-(piperidin-3-yl)-phenyl)-benzamid